N-[1-[5-(3-cyano-6-ethoxy-pyrazolo[1,5-a]pyridin-4-yl)-2-pyridyl]-4-formyl-4-piperidyl]-3-fluoro-pyridine-2-carboxamide C(#N)C=1C=NN2C1C(=CC(=C2)OCC)C=2C=CC(=NC2)N2CCC(CC2)(C=O)NC(=O)C2=NC=CC=C2F